OCCOC=1C=C2C(=C(N(C2=CC1)C(=O)OC(C)(C)C)C=1C=C(C=2N(C1)N=CN2)C)C(C)C tert-butyl 5-(2-hydroxyethoxy)-3-isopropyl-2-(8-methyl-[1,2,4]triazolo[1,5-a]pyridin-6-yl)-1H-indole-1-carboxylate